C1CCC12NCCOC2 8-oxa-5-azaspiro[3.5]nonane